acetyl-N-(3-chloro-2-fluorophenylmethyl)-2-azabicyclo[3.1.0]Hexane-3-carboxamide C(C)(=O)C12NC(CC2C1)C(=O)NCC1=C(C(=CC=C1)Cl)F